OCCN1CCC(CC1)CC1=C(C=C(C=C1OC)C=1C2=C(C(N(C1)C)=O)N(N=C2)CC2=CC=C(C=C2)OC)OC 4-[4-[[1-(2-hydroxyethyl)-4-piperidyl]methyl]-3,5-dimethoxy-phenyl]-1-[(4-methoxyphenyl)methyl]-6-methyl-pyrazolo[3,4-c]pyridin-7-one